3-[(3-HYDROXYPROPYL)(PROPAN-2-YL)AMINO]PROPANAL OCCCN(CCC=O)C(C)C